ethylene glycol dimethacrylate sodium methacrylate C(C(=C)C)(=O)[O-].[Na+].C(C(=C)C)(=O)OCCOC(C(=C)C)=O